bromo-4-phenylisoquinoline-1(2H)-one BrN1C(C2=CC=CC=C2C(=C1)C1=CC=CC=C1)=O